BrC=1C=C(C(=O)N(C)OC)C=CN1 2-bromo-N-methoxy-N-methylisonicotinamide